C(#N)C1(CC1)C1=NC=CC=C1C1=CC=C(C=C1)[C@H](C(=O)NC)NC(=O)NC=1N=C(SC1)C#C (R)-2-(4-(2-(1-cyanocyclopropyl)pyridin-3-yl)phenyl)-2-(3-(2-ethynylthiazol-4-yl)-ureido)-N-methylacetamide